CC1(CC2C(C(=CC2C1)C)(C)C)C 2,2,5,6,6-pentamethyl-2,3,6,6a-tetrahydropentalen